FC(C(=O)O)(F)F.NCCOCCOCCOCCOCCC1=CC2=C(N(C(N2C)=O)C2C(NC(CC2)=O)=O)C=C1 3-(5-(14-Amino-3,6,9,12-tetraoxatetradecyl)-3-methyl-2-oxo-2,3-dihydro-1H-benzo[d]imidazol-1-yl)piperidine-2,6-dione trifluoroacetate